NC(CC(=O)O)C(NC(C)C(NC1C(CC1(C)C)(C)C)=O)=O 3-Amino-3-({1-[(2,2,4,4-tetramethylcyclobutyl)carbamoyl]ethyl}carbamoyl)propanoic acid